5-acetylthiophene-2-carbonitrile C(C)(=O)C1=CC=C(S1)C#N